N1=CC=C(C=C1)CN1CCN(C2=CC=CC=C12)C(CCN1CCCC1)=O 1-(4-(pyridin-4-ylmethyl)-3,4-dihydroquinoxaline-1(2H)-yl)-3-(pyrrolidin-1-yl)propan-1-one